2-[2-(2-methoxyethoxy)ethoxy]epoxyethane COCCOCCOC1CO1